COC=1C=CC2=C(N=C(S2)C=2C=C(C=C3C=C(N=NC23)OC)C)C1 8-(5-methoxybenzo[d]thiazol-2-yl)-3-methoxy-6-methyl-cinnoline